(1S,2S)-2-phenylcyclopropane-1-carboxylic acid C1(=CC=CC=C1)[C@@H]1[C@H](C1)C(=O)O